C=C1C(OC(C1)C1=C(C=CC=C1)C=1C=NN(C1)CCC1=CC=CC=C1)=O 3-methylene-5-(2-(1-phenethyl-1H-pyrazol-4-yl)phenyl)dihydrofuran-2(3H)-one